C(CCCCCC)C(CCCC(=O)OC1=CC(=CC(=C1)CN(C)C)OC(CCCC(CCCCCCC)CCCCCCC)=O)CCCCCCC (5-((dimethylamino) methyl)-1,3-phenylene) bis(5-heptyldodecanoate)